2-azido-3,6-di-benzoyl-2-deoxy-β-D-glucopyranose N(=[N+]=[N-])[C@H]1[C@H](O)O[C@@H]([C@H]([C@@]1(O)C(C1=CC=CC=C1)=O)O)C(O)C(C1=CC=CC=C1)=O